3,5-dimethyloctanal CC(CC=O)CC(CCC)C